(S)-5-(4,6-dichloro-5-hydroxypicolinamido)-N-(1-(2-fluorophenyl)ethyl)-3-methylisothiazole-4-carboxamide ClC1=CC(=NC(=C1O)Cl)C(=O)NC1=C(C(=NS1)C)C(=O)N[C@@H](C)C1=C(C=CC=C1)F